C(#N)C=1C=C(C=CC1)C1CN(C1)C(C[C@@H]1CN(CC1)C#N)=O (R)-3-(2-(3-(3-cyanophenyl)azetidin-1-yl)-2-oxoethyl)pyrrolidine-1-carbonitrile